FC=1C=CC(=CC1)[N+](=O)[O-] 5-fluoro-2-nitrobenzene